ClC=1C=CC=C2C(C=C(OC12)C1=C(OCCCN[C@@H](C(=O)O)C(C)C)C=C(C=C1)C(F)(F)F)=O (2R)-2-[3-[2-(8-chloro-4-oxo-chromen-2-yl)-5-(trifluoromethyl)phenoxy]propylamino]-3-methylbutanoic acid